tungsten-silicon oxide [Si]=O.[W]